Cl[SiH]=[Si](Cl)Cl trichloro(disilene)